BrC1=CC=C(C=C1)N1N=C(C(=C1)C1OCC(N1CCC1=CC=C(OCCC#N)C=C1)=O)C1=CC=C(C=C1)F 3-(4-(2-(2-(1-(4-bromophenyl)-3-(4-fluorophenyl)-1H-pyrazol-4-yl)-4-oxooxazolidin-3-yl)ethyl)phenoxy)propionitrile